1-(5-benzyloxypyrazolo[1,5-a]pyridin-3-yl)ethanone tert-Butyl-(S)-5-amino-4-(4-((2-fluoro-4-(hydroxymethyl)benzyl)amino)-1,3-dioxoisoindolin-2-yl)-5-oxopentanoate C(C)(C)(C)OC(CC[C@@H](C(=O)N)N1C(C2=CC=CC(=C2C1=O)NCC1=C(C=C(C=C1)CO)F)=O)=O.C(C1=CC=CC=C1)OC1=CC=2N(C=C1)N=CC2C(C)=O